COC1=CC=C(C=N1)C1=CN(C2=NC=C(C=C21)C=2C=NN(C2C)C2CCN(CC2)C)S(=O)(=O)C2=CC=C(C)C=C2 3-(6-methoxypyridin-3-yl)-5-(5-methyl-1-(1-methylpiperidin-4-yl)-1H-pyrazol-4-yl)-1-tosyl-1H-pyrrolo[2,3-b]pyridine